COC=1C(=CC2=C(C1)C1(CCNCC1)CO2)C(=O)N 5-methoxy-2H-spiro[benzofuran-3,4'-piperidine]-6-carboxamide